NCCCCCCCCCC(=O)NC1=C(C(=O)NC=2SC(=C(N2)C)C)C=CC=C1 2-(10-aminodecanamido)-N-(4,5-dimethylthiazol-2-yl)benzamide